[N+](=O)([O-])C=1C=C2C=CN(C2=CC1)S(=O)(=O)C1=CC=CC=C1 5-nitro-1-(benzenesulfonyl)-1H-indole